methyl (R)-2-{[5-bromo-6-(4-fluorophenyl)pyrrolo[2,1-f][1,2,4]triazin-4-yl]amino}-3-[2-{[2-(2-methoxyphenyl)pyrimidin-4-yl]methoxy}phenyl]propanoate BrC=1C(=CN2N=CN=C(C21)N[C@@H](C(=O)OC)CC2=C(C=CC=C2)OCC2=NC(=NC=C2)C2=C(C=CC=C2)OC)C2=CC=C(C=C2)F